OCC=1C=C(C=CC1)/C=C/C(=O)OCC ethyl (E)-3-[3-(hydroxymethyl)phenyl]-2-propenoate